3,4-methylenedioxypyrrolpentanone C1OC2=C(NC=C2O1)CCCC(C)=O